FC(OC1=CC=C(C=N1)C(CC1=NC(=NC(=N1)N[C@@H](CO)CC(C)C)NS(=O)(=O)C)C)F N-(4-(2-(6-(difluoromethoxy)pyridin-3-yl)propyl)-6-(((R)-1-hydroxy-4-methylpent-2-yl)amino)-1,3,5-triazin-2-yl)methanesulfonamide